trimethoxy[3-(anilino)propyl]silane CO[Si](CCCNC1=CC=CC=C1)(OC)OC